OC(CC1=CC=C(C=C1)/C=C/C=O)(C)C (E)-3-(4-(2-hydroxy-2-methylpropyl)phenyl)propenal